4-((1-Ethyl-7-methoxy-1H-indazol-6-yl)amino)-N-(methyl-d3)-6-(2,2,2-trifluoroacetamido)nicotinamide C(C)N1N=CC2=CC=C(C(=C12)OC)NC1=CC(=NC=C1C(=O)NC([2H])([2H])[2H])NC(C(F)(F)F)=O